[N+](=O)([O-])C1=C(OC2=CC=C(N)C=C2)C=CC=C1 4-(2-nitrophenoxy)aniline